C1(=CC=CC=C1)N(C=1C=CC=2N(C3=CC=C(C=C3C2C1)N(C1=CC=CC=C1)C1=CC=CC=C1)C1=CC=C(C=C1)C1=C(C(=CC(=C1)C#N)C1=CC=C(C=C1)N1C2=CC=C(C=C2C=2C=C(C=CC12)N(C1=CC=CC=C1)C1=CC=CC=C1)N(C1=CC=CC=C1)C1=CC=CC=C1)C1=NC(=CC=C1)C)C1=CC=CC=C1 4,4''-bis(3,6-bis(diphenylamino)-9H-carbazol-9-yl)-2'-(6-methylpyridin-2-yl)-[1,1':3',1''-terphenyl]-5'-carbonitrile